tert-butyl (S)-(1-(7-bromo-2-methyl-5-nitrobenzo[d]thiazol-4-yl)pyrrolidin-3-yl)carbamate BrC1=CC(=C(C=2N=C(SC21)C)N2C[C@H](CC2)NC(OC(C)(C)C)=O)[N+](=O)[O-]